C1(CCCC1)NC(=O)NC1=NC2=C(N1)C=CC(=C2)C2=C(C=CC(=C2)CC2=NNC(C1=CC=CC=C21)=O)F 1-Cyclopentyl-3-(5-(2-fluoro-5-((4-oxo-3,4-dihydrophthalazin-1-yl)methyl)phenyl)-1H-benzoimidazol-2-yl)urea